C(C=C)(=O)[O-].[Al+3].C(C=C)(=O)[O-].C(C=C)(=O)[O-] aluminum(III) acrylate